CN1C(=NC2=C1C=CC(=C2)C(=O)NC=2C=NNC2)NC=2OC1=C(N2)C=CC(=C1)OC(F)(F)F 1-methyl-N-(1H-pyrazol-4-yl)-2-((6-(trifluoromethoxy)benzo[d]oxazol-2-yl)amino)-1H-benzo[d]imidazole-5-carboxamide